6-bromo-N-(6-(N-hydroxycarbamimidoyl)pyridin-3-yl)picolinamide BrC1=CC=CC(=N1)C(=O)NC=1C=NC(=CC1)C(NO)=N